4-[[2-[6-[3-(1-hydroxycyclopropyl)-1,2,4-triazol-1-yl]-2-azaspiro[3.3]heptane-2-carbonyl]-2-azaspiro[3.3]heptan-6-yl]methyl]-2-(trifluoromethyl)benzonitrile OC1(CC1)C1=NN(C=N1)C1CC2(CN(C2)C(=O)N2CC3(C2)CC(C3)CC3=CC(=C(C#N)C=C3)C(F)(F)F)C1